CN(CCN1CCC(CC1)C1=CC(=C(C=C1C)NC=1N=C(C2=C(N1)NC=C2)NC=2C=CC=C1CCN(C21)S(=O)(=O)C)OC)C N2-(4-(1-(2-(dimethylamino)ethyl)piperidin-4-yl)-2-methoxy-5-methylphenyl)-N4-(1-(methylsulfonyl)indolin-7-yl)-7H-pyrrolo[2,3-d]pyrimidine-2,4-diamine